C1(CC1)CNC(=O)C1=C(SC2=C1C[C@H](CC2)N2C(=NN=C2)NC2=NC(=CC=C2)S(=O)(=O)C)NC(=O)[C@H]2CC21CC1 |o1:35| (5S)-N-(cyclopropylmethyl)-5-[3-[(6-methylsulfonyl-2-pyridyl)amino]-1,2,4-triazol-4-yl]-2-[[(2S*)-spiro[2.2]pentane-2-carbonyl]amino]-4,5,6,7-tetrahydrobenzothiophene-3-carboxamide